BrC1=NN(C2=CC(=CC=C12)CO)C1CCCC1 (3-bromo-1-cyclopentyl-1H-indazol-6-yl)methanol